1-amino-2-(3-hydroxy-2,6-dimethylphenyl)-2,6,7,8-tetrahydro-9H-2,3,8-triazabenzo[cd]azulene-9-one NC=1N(C2=C3C(CCNC(C13)=O)=CC=N2)C2=C(C(=CC=C2C)O)C